monofluorosuccinic anhydride FC1C(=O)OC(C1)=O